tert-butyl (E)-4-styrylpiperidine-1-carboxylate C(=C\C1=CC=CC=C1)/C1CCN(CC1)C(=O)OC(C)(C)C